C(C)OC(CC)=C(C#N)C#N 2-(1-ethoxypropylidene)malononitrile